(R)-3-((S)-3-(3-((aminooxy)methyl)-4-fluorophenyl)-1-(tert-butoxy)-1-oxopropan-2-yl)pyrrolidine-1-carboxylic acid tert-butyl ester C(C)(C)(C)OC(=O)N1C[C@H](CC1)[C@@H](C(=O)OC(C)(C)C)CC1=CC(=C(C=C1)F)CON